C1(CC1)C=1C=CC(=NC1)CN[C@H](C)C1=NC=CC=N1 (R)-N-((5-cyclopropylpyridin-2-yl)methyl)-1-(pyrimidin-2-yl)ethan-1-amine